C[SiH2]O[SiH](C(CCC1CC2C(CC1)O2)(CCC2CC1C(CC2)O1)CCC1CC2C(CC1)O2)C methyl(tris[2-(3,4-epoxycyclohexyl)ethyl]dimethylsiloxy)silane